acrylic acid 2-hydroxyphenoxyethyl ester OC1=C(OCCOC(C=C)=O)C=CC=C1